BrC1=C(C(=C(C=C1)S(=O)(=NC)C1CC1)NC)F (4-bromo-3-fluoro-2-(methylamino)phenyl)(cyclopropyl)(methylimino)-λ6-sulfanone